C(#N)[C@@H](C)NC1=CC(=NC=C1N1N=NC(=C1)[C@@H]1CC[C@H](CC1)CC=O)N1N=CC=2C1=NC=C(C2)C#N 1-(4-(((R)-1-cyanoethyl)amino)-5-(4-(trans-4-(2-oxoethyl)cyclohexyl)-1H-1,2,3-triazol-1-yl)pyridin-2-yl)-1H-pyrazolo[3,4-b]pyridine-5-carbonitrile